TBDMS silyl ether [SiH3]O[Si](C)(C)C(C)(C)C